(R)-N-ethyl-6-(4-((1-phenylethyl)amino)quinazolin-6-yl)pyrazine-2-carboxamide C(C)NC(=O)C1=NC(=CN=C1)C=1C=C2C(=NC=NC2=CC1)N[C@H](C)C1=CC=CC=C1